FC=1C=C(C=CC1F)N(C(=O)C1=CC2=C(N=CN2)C(=C1)C)C N-(3,4-difluorophenyl)-N,7-dimethyl-benzimidazole-5-carboxamide